2-(1-methyl-1H-pyrazol-4-yl)cyclopropanecarboxamide CN1N=CC(=C1)C1C(C1)C(=O)N